9,10-bis(trimethylsilyl)-9,10-dihydrophenanthrene C[Si](C1C2=CC=CC=C2C=2C=CC=CC2C1[Si](C)(C)C)(C)C